C1(CC1)C1=NC=CC(=C1)N1N=CC(=C1)S(=O)(=O)NC=1C=CC=C2C=NN(C12)C 1-(2-CYCLOPROPYLPYRIDIN-4-YL)-N-(1-METHYL-1H-INDAZOL-7-YL)-1H-PYRAZOLE-4-SULFONAMIDE